N-(4-cyano-2-fluorophenyl)-4H-furo[3,2-b]pyrrole-6-sulfonamide C(#N)C1=CC(=C(C=C1)NS(=O)(=O)C=1C2=C(NC1)C=CO2)F